C(C)C1N=C2N(C(N(C3=C2N=CC(=C3)N3CCOCC3)CC3=CC=C(C=C3)OC)=O)CC1 10-ethyl-5-(4-methoxybenzyl)-3-(morpholin-4-yl)-5,8,9,10-tetrahydro-6H-pyrido[2,3-e]Pyrimido[1,2-c]Pyrimidin-6-one